[(2,4-dichloropyrimidin-5-yl)methyl](methyl)[(4-methylbenzenesulfonyl)imino]-λ6-sulfanone ClC1=NC=C(C(=N1)Cl)CS(=O)(=NS(=O)(=O)C1=CC=C(C=C1)C)C